pentylamine hydrochloride salt Cl.C(CCCC)N